CN1N=CC(=C1)NC=1N=NC(=C(C1)NCC1CNCCO1)C1=CC=CC=C1 N3-(1-methyl-1H-pyrazol-4-yl)-N5-(morpholin-2-ylmethyl)-6-phenylpyridazine-3,5-diamine